BrC1=C(N(C2=NC=CC=C21)CC2=CC(=CC=C2)C(F)(F)F)C(=O)N 3-Bromo-1-(3-(trifluoromethyl)benzyl)-1H-pyrrolo[2,3-b]pyridine-2-carboxamide